C1(CC1)S(=O)(=O)OC=CC1=CC=C(C=C1)C.[Te] (E)-tellurium (4-methyl styryl) cyclopropanesulfonate